C(CCCCCCCCCCCCC)OC1CC(N(C(C1)(C)C)O)(C)C 4-tetradecyloxy-2,2,6,6-tetramethylpiperidin-1-ol